N-[4-(4-chlorophenoxy)-3-sulfamoylphenyl]-2-(4-fluorophenyl)acetamide ClC1=CC=C(OC2=C(C=C(C=C2)NC(CC2=CC=C(C=C2)F)=O)S(N)(=O)=O)C=C1